8-(4-methanesulfonylphenyl)-N-(4-(4-acetylpiperazin-1-yl)phenyl)quinazolin-2-amine CS(=O)(=O)C1=CC=C(C=C1)C=1C=CC=C2C=NC(=NC12)NC1=CC=C(C=C1)N1CCN(CC1)C(C)=O